((2,3-bis(((3-(piperidin-1-yl)propyl)carbamothioyl)oxy)butane-1,4-diyl)bis(oxy))-bis(heptane-7,1-diyl) didodecanoate C(CCCCCCCCCCC)(=O)OCCCCCCCOCC(C(COCCCCCCCOC(CCCCCCCCCCC)=O)OC(NCCCN1CCCCC1)=S)OC(NCCCN1CCCCC1)=S